COCCC(SCCOC1OCCCC1)=O S-(2-((tetrahydro-2H-pyran-2-yl)oxy)ethyl) 3-methoxypropanethioate